4-(6-(2-((E)-3-(pyridin-3-yl)acrylamido)ethyl)-3-azabicyclo[3.1.0]hexan-3-yl)benzamide N1=CC(=CC=C1)/C=C/C(=O)NCCC1C2CN(CC12)C1=CC=C(C(=O)N)C=C1